7-chloro-2-(ethoxycarbonyl)-1H-pyrrolo[3,2-b]pyridine 4-oxide ClC1=C2C(=[N+](C=C1)[O-])C=C(N2)C(=O)OCC